C(C)OC(C(C(=O)OCC)C1CCN(CC1)C(=O)OC(C)(C)C)=O.C(=O)(OC(C)(C)C)N1CC(CCC1)CCN 1-Boc-3-(2-aminoethyl)piperidine diethyl-2-(1-(tert-butoxycarbonyl)piperidin-4-yl)malonate